piperidine-1-carboxylic acid 1-chloro-2-methylpropyl ester ClC(C(C)C)OC(=O)N1CCCCC1